[2-(diphenylphosphino)ethyl]-phosphine C1(=CC=CC=C1)P(CCP)C1=CC=CC=C1